F[B-](F)(F)F.N1(N=NC2=C1C=CC=C2)CN(C(N(C)C)=O)C (1H-benzotriazoL-1-yl)-1,1,3,3-tetramethylurea tetrafluoroborate